(3-fluorophenyl)prop-2-en-1-one FC=1C=C(C=CC1)C(C=C)=O